FC=1C(=NC=C(C1)C(C(C(F)(F)F)(F)F)(F)F)NC(C1=C(C=CC(=C1)[N+](=O)[O-])SC1=NN=C(N1C)COC)=O N-[3-fluoro-5-(1,1,2,2,3,3,3-heptafluoropropyl)pyridin-2-yl]-2-{[5-(methoxymethyl)-4-methyl-4H-1,2,4-triazol-3-yl]sulfanyl}-5-nitrobenzamide